4-(4-((6-carbamoyl-3-(piperidin-1-yl)-1,2,4-triazin-5-yl)amino)-2-fluorophenyl)piperazine-1-carboxylic acid tert-butyl ester C(C)(C)(C)OC(=O)N1CCN(CC1)C1=C(C=C(C=C1)NC=1N=C(N=NC1C(N)=O)N1CCCCC1)F